1-(6-(4-(1,6-dimethyl-1H-indazol-7-yl)-3-fluoro-7,7-dimethyl-7,8-dihydro-5H-pyrano[4,3-b]pyridin-2-yl)-2,6-diazaspiro[3.4]octan-2-yl)prop-2-en-1-one CN1N=CC2=CC=C(C(=C12)C1=C2C(=NC(=C1F)N1CC3(CN(C3)C(C=C)=O)CC1)CC(OC2)(C)C)C